(P)-2-(4-(4-(aminomethyl)-1-oxo-1,2-dihydrophthalazin-6-yl)-1-methyl-1H-pyrazol-5-yl)-4-chloro-6-(cyclopropylmethyl)-3-fluorobenzonitrile NCC1=NNC(C2=CC=C(C=C12)C=1C=NN(C1C1=C(C#N)C(=CC(=C1F)Cl)CC1CC1)C)=O